ClC1=CC(=C(C=C1)C1=NC(=NC2=C1N=C(N(C2=O)C)C)N2CC(CCC2)C2=NOC(=N2)C)F 8-(4-chloro-2-fluoro-phenyl)-2,3-dimethyl-6-[3-(5-methyl-1,2,4-oxadiazol-3-yl)piperidino]pyrimido[5,4-d]pyrimidin-4-one